COC(\C(\C(C(Cl)Cl)=O)=C/NC)=O (Z)-methyl-4,4-dichloro-2-((methylamino)methylene)-3-oxobutanoate